2-((6-((5-cyclopropyl-3-(2,6-dichlorophenyl)isoxazol-4-yl)methoxy)naphthalen-2-yl)oxy)thiazole-5-carboxylic acid C1(CC1)C1=C(C(=NO1)C1=C(C=CC=C1Cl)Cl)COC=1C=C2C=CC(=CC2=CC1)OC=1SC(=CN1)C(=O)O